N-((5-(2-fluoro-3-nitrophenyl)-2-methyl-2H-1,2,3-triazol-4-yl)methyl)ethanamine FC1=C(C=CC=C1[N+](=O)[O-])C=1C(=NN(N1)C)CNCC